(2R,3S)-5-(benzyloxy)-3-(3,4,5-tris(benzyloxy)phenyl)-1,2,3,4-tetrahydronaphthalen-2-ol C(C1=CC=CC=C1)OC1=C2C[C@H]([C@@H](CC2=CC=C1)O)C1=CC(=C(C(=C1)OCC1=CC=CC=C1)OCC1=CC=CC=C1)OCC1=CC=CC=C1